FC1=CC=C(C=CC#N)C=C1 p-fluorocinnamonitrile